1-(4-cyanocyclohexyl)-3,3-dimethyl-2,3-dihydro-1H-pyrrolo[3,2-b]pyridine-5-carboxylic acid methyl ester COC(=O)C1=CC=C2C(=N1)C(CN2C2CCC(CC2)C#N)(C)C